CN1CCN(CC1)CCNC1=NN=C(C2=CC=CC=C12)C1=C(C=C(C=C1)C(F)(F)F)O 2-(4-{[2-(4-methylpiperazin-1-yl)ethyl]amino}phthalazin-1-yl)-5-(trifluoromethyl)phenol